2,5-dichloro-N-(2-(((R)-3-methyl-1-((1S,7S)-11-methyl-2,6-dioxo-9-phenyl-3,5-dioxa-9,11-diaza-4-borabicyclo[5.3.1]undecan-4-yl)butyl)amino)-2-oxoethyl)benzamide ClC1=C(C(=O)NCC(=O)N[C@@H](CC(C)C)B2OC([C@@H]3CN(C[C@@H](C(O2)=O)N3C)C3=CC=CC=C3)=O)C=C(C=C1)Cl